N-(2-pyridylmethyl)-N'-4-piperidinyl-N'-(5,6,7,8-tetrahydro-8-quinolinyl)-1,4-xylylenediamine N1=C(C=CC=C1)CNCC1=CC=C(C=C1)CN(C1CCCC=2C=CC=NC12)C1CCNCC1